C(CCCCCCC(C)C)C(CCCCCCCCCCCCCCCCC(=O)O)(CCCCCCCC(C)C)CCCCCCCC(C)C triisodecyl-stearic acid